di(4-nitrophenyl)phosphoryl chloride [N+](=O)([O-])C1=CC=C(C=C1)P(=O)(C1=CC=C(C=C1)[N+](=O)[O-])Cl